1-acetyl-N-(((2S,5R)-6-(benzyloxy)-7-oxo-1,6-diazabicyclo[3.2.1]octan-2-yl)(imino)methyl)piperidine-4-carboxamide C(C)(=O)N1CCC(CC1)C(=O)NC(=N)[C@H]1N2C(N([C@H](CC1)C2)OCC2=CC=CC=C2)=O